3-[3-(4,4,5,5-tetramethyl-1,3,2-dioxaborolan-2-yl)phenyl]-1,3-oxazinan-2-one CC1(OB(OC1(C)C)C=1C=C(C=CC1)N1C(OCCC1)=O)C